FC(C=1C(=C(C=CC1)[C@@H](C)NC=1C2=C(N=CN1)N(C(C(=C2)C21CC(C2)(C1)NC(C)=O)=O)C)F)F N-[3-(4-{[(1R)-1-[3-(difluoromethyl)-2-fluorophenyl]ethyl]amino}-8-methyl-7-oxo-7H,8H-pyrido[2,3-d]pyrimidin-6-yl)bicyclo[1.1.1]pent-1-yl]acetamide